N1(CCC2(CC1)OCC=1C2=NC=CC1)C=1OC2(C(N1)=O)CC1=CC=CC=C1C2 2'-(1'H,5H-spiro[furo[3,4-b]pyridine-7,4'-piperidin]-1'-yl)-1,3-dihydro-4'H-spiro[indene-2,5'-[1,3]oxazol]-4'-one